CC1(N=C(C=N1)C1=C(C(=C(C=C1)OC)F)F)C(=O)NC1=CC(=C(C=C1)C(=O)N1CCN(CC1)C(=O)[C@H]1[N+](C[C@H](C1)O)(C)C)Cl 2-methyl-N-[3-chloro-4-[4-[(2s,4s)-4-hydroxy-1,1-dimethyl-pyrrolidin-1-ium-2-carbonyl]piperazine-1-carbonyl]phenyl]-5-(2,3-difluoro-4-methoxy-phenyl)-imidazole-2-carboxamide